N[C@H](C)C1CCC(CC1)NC(OC(C)(C)C)=O tert-butyl {(1R,4r)-4-[(1R)-1-aminoethyl]cyclohexyl}carbamate